BrC1=CC(=C(C=C1)C(=O)N1CCOCC1)OC (4-bromo-2-methoxy-phenyl)-morpholino-methanone